(E)-6-((1S,2R,3R,5S)-3,5-dihydroxy-2-((2Z,5Z)-octa-2,5-dien-1-yl)cyclopentyl)-4-hydroxyhex-5-enoic acid O[C@H]1[C@@H]([C@@H]([C@H](C1)O)/C=C/C(CCC(=O)O)O)C\C=C/C\C=C/CC